1-(2-Dimethylamino-ethyl)-2-methyl-N1-methyl-benzene-1,4-diamine CN(CCC1(C(C=C(C=C1)N)C)NC)C